C(CCCCCCC)OC(CCCCCCCO)OCCCCCCCC 8,8-bis(octyloxy)octan-1-ol